CC=1NC=2N(C(C1C1=CC=C(C=C1)OC1=CC=C(C=C1)OC(F)(F)F)=O)N=CC2 5-methyl-6-(4-(4-(trifluoromethoxy)phenoxy)phenyl)pyrazolo[1,5-a]pyrimidin-7(4H)-one